5-[[(2R)-2-Fluoropropyl]amino]-6-(1-methylbenzimidazol-4-yl)-3-(4-morpholinoanilino)pyrazin-2-carboxamid F[C@@H](CNC=1N=C(C(=NC1C1=CC=CC=2N(C=NC21)C)C(=O)N)NC2=CC=C(C=C2)N2CCOCC2)C